benzyl 4-[3-[(1R,5S)-3-oxa-7,9-diazabicyclo[3.3.1]nonan-9-yl]phenoxy]piperidine-1-carboxylate [C@H]12COC[C@H](CNC1)N2C=2C=C(OC1CCN(CC1)C(=O)OCC1=CC=CC=C1)C=CC2